C(#N)C=1C=C(C=CC1)NC1=CC=C(C=N1)[C@H]1[C@@H](C1)NC1CCC(CC1)NC(OC(C)(C)C)=O tert-butyl (4-(((trans)-2-(6-((3-cyanophenyl)amino)pyridin-3-yl)cyclopropyl)amino)cyclohexyl)carbamate